COC1=CC=C(C=C1)CN1C(N(CCC1=O)C1=CC=C(C=C1)N1CCC(CC1)CC=O)=O 2-[1-[4-[3-[(4-methoxyphenyl)methyl]-2,4-dioxo-hexahydro-pyrimidin-1-yl]phenyl]-4-piperidinyl]acetaldehyde